imidazo[1,2-a]quinoxaline C1=CN=C2N1C1=CC=CC=C1N=C2